4-(aminomethyl)-6-(pyrazolo[1,5-a]pyridin-3-yl)phthalazin-1(2H)-one NCC1=NNC(C2=CC=C(C=C12)C=1C=NN2C1C=CC=C2)=O